5-(4-chlorophenyl)-3-(2-oxo-2-(2-(trifluoromethyl)pyrrolidin-1-yl)ethyl)quinazolin-4(3H)-one ClC1=CC=C(C=C1)C1=C2C(N(C=NC2=CC=C1)CC(N1C(CCC1)C(F)(F)F)=O)=O